N-[4-(4-Ethyl-piperazin-1-yl)-phenyl]-4-methyl-3-(4-pyridin-3-yl-pyrimidin-2-ylamino)-benzamide C(C)N1CCN(CC1)C1=CC=C(C=C1)NC(C1=CC(=C(C=C1)C)NC1=NC=CC(=N1)C=1C=NC=CC1)=O